3-(2,3-difluorophenyl)-2-methoxythiophene FC1=C(C=CC=C1F)C1=C(SC=C1)OC